5-(2-(4-Chlorophenyl)imidazo[1,2-a]pyridin-3-yl)-3-(3,4-dichlorobenzyl)-1,2,4-oxadiazol ClC1=CC=C(C=C1)C=1N=C2N(C=CC=C2)C1C1=NC(=NO1)CC1=CC(=C(C=C1)Cl)Cl